(2-methylthiazol-5-yl)(4-(5-phenyl-4,5-dihydro-1H-pyrazole-1-carbonyl)piperidin-1-yl)methanone CC=1SC(=CN1)C(=O)N1CCC(CC1)C(=O)N1N=CCC1C1=CC=CC=C1